di-chloro-perylene ClC1=C(C=2C=3C=CC=C4C=CC=C(C5=CC=CC(=C1)C52)C43)Cl